C(C)(C)(C)C=1C=C(N(N1)C1=CC(=C(C=C1)C)C(N)=O)NC(=O)NC1=CC=C(C2=CC=CC=C12)OCCN1CCOCC1 1-[5-tert-butyl-2-(4-methyl-3-carbamoylphenyl)-2H-pyrazol-3-yl]-3-[4-(2-morpholin-4-yl-ethoxy)naphthalen-1-yl]-urea